1-[4-methyl-4-(1-methylpyrazol-4-yl)-1,3-dihydroisoquinolin-2-yl]heptan-1-one CC1(CN(CC2=CC=CC=C12)C(CCCCCC)=O)C=1C=NN(C1)C